(4-chloroisoindolin-2-yl)-3-isopropyl-N-(3-methoxyphenyl)-7-(1H-pyrazol-4-yl)pyrazolo[1,5-a]pyrimidine-2-carboxamide ClC1=C2CN(CC2=CC=C1)C1=NC=2N(C(=C1)C=1C=NNC1)N=C(C2C(C)C)C(=O)NC2=CC(=CC=C2)OC